C(C1=CC=CC=C1)N(C(\C=C\CN(C)C)=O)C1=C2CN(CC2=CC=C1)C(C1=C(C=C(C(=C1)C)O)O)=O (E)-N-Benzyl-N-(2-(2,4-dihydroxy-5-methylbenzoyl)isoindolin-4-yl)-4-(dimethylamino)but-2-enamide